Cl.COC([C@@H](NC)C[SeH])=O methyl-selenocysteine methyl ester hydrochloride